N1(CCCC1)C(COC(CN(CCN)C)C)C 2-[2-(1-pyrrolidinyl)propoxy]propyl-N-methyl-N-(2-aminoethyl)-amine